(2R,5S)-4-(3,6-dicyano-1-methyl-2-oxo-1,2-dihydro-1,5-naphthyridin-4-yl)-2,5-dimethylpiperazine-1-carboxylic acid tert-butyl ester C(C)(C)(C)OC(=O)N1[C@@H](CN([C@H](C1)C)C1=C(C(N(C2=CC=C(N=C12)C#N)C)=O)C#N)C